2-(2,6-dioxopiperidin-3-yl)-5-((4-(6-fluoro-1H-indol-3-yl)-3,6-dihydropyridine-1(2H)-yl)methyl)isoindoline-1,3-dione O=C1NC(CCC1N1C(C2=CC=C(C=C2C1=O)CN1CCC(=CC1)C1=CNC2=CC(=CC=C12)F)=O)=O